C(C)(C)N1CC2(C1)CC(C2)N2CCC(CC2)C=2C=C(C1=C(N(C(=N1)C1=CC=C(C=C1)S(=O)(=O)C)C)C2)C 6-(1-(2-isopropyl-2-azaspiro[3.3]hept-6-yl)piperidin-4-yl)-1,4-dimethyl-2-(4-(methylsulfonyl)phenyl)-1H-benzo[d]imidazole